7-chloro-6-fluoro-1,2,3,4-tetrahydroquinoline-8-carboxylic acid ClC1=C(C=C2CCCNC2=C1C(=O)O)F